C1(=C(C(OC[2H])=C2C=3[C@@]45[C@@H](O2)C(=O)CC[C@H]4[C@@H](CC13)N(C)CC5)[2H])[2H] (31CE)-Hydrocodone-d3